1-bromo-2-(bromomethyl)-4-methylbenzene BrC1=C(C=C(C=C1)C)CBr